ClC=1C=CC=C2C=CC(=NC12)NC1=CC=C(C=C1)SC(F)(F)F 8-chloro-N-(4-((trifluoromethyl)thio)phenyl)quinolin-2-amine